5-(2'-Chloro-2-methyl-[1,1'-biphenyl]-3-yl)isoindoline ClC1=C(C=CC=C1)C1=C(C(=CC=C1)C=1C=C2CNCC2=CC1)C